[Na].[K].O water potassium-sodium